methyl 2-(4-bromo-2,5-difluorobenzyl)-1-((1-(cyanomethyl)cyclopropyl)methyl)-1H-benzo[d]imidazole-6-carboxylate BrC1=CC(=C(CC2=NC3=C(N2CC2(CC2)CC#N)C=C(C=C3)C(=O)OC)C=C1F)F